FC=1C=C2C(C(CN3C2=C(C1F)OCC3COC)C=O)=O 9,10-difluoro-3-(methoxymethyl)-7-oxo-2,3,6,7-tetrahydro-5H-[1,4]oxazino[2,3,4-ij]quinoline-6-carbaldehyde